3-((5-cyano-6-(trifluoromethyl)-1H-benzo[d]imidazol-2-yl)(methyl)amino)-N-hydroxybenzamide C(#N)C1=CC2=C(NC(=N2)N(C=2C=C(C(=O)NO)C=CC2)C)C=C1C(F)(F)F